COC(=O)C1=NC(=C(C=C1)F)C1=C(C=C(C=C1F)S(=O)(=O)C)F 6-[2,6-difluoro-4-(methylsulfonyl)phenyl]-5-fluoropyridine-2-carboxylic acid methyl ester